fluoro-oct-1-ene FC=CCCCCCC